FC1=CC=C(C=N1)N1N=C(C2=CC=C(C(=C12)C)[N+](=O)[O-])C=1C2=CN(N=C2C=CC1)C 1-(6-fluoro-pyridin-3-yl)-7,2'-dimethyl-6-nitro-1H,2'H-[3,4']biindazole